N1(CCCCC1)C(CC1=NSC(=N1)NC(=O)C=1OC=C(C1)C1=CC(=CC=C1)C#N)C N-(3-(2-(piperidin-1-yl)propyl)-1,2,4-thiadiazol-5-yl)-4-(3-cyanophenyl)furan-2-carboxamide